ClC1=NN=C2N1C1=CC=C(C=C1C(=N2)N(C)C2=CC(=CC=C2)C=2C=NC(=CC2)OCC)F chloro-N-[3-(6-ethoxy-3-pyridyl)phenyl]-7-fluoro-N-methyl-[1,2,4]triazolo[4,3-a]quinazolin-5-amine